(2R)-2-((4-chloro-6-(2-(4-(1,1-difluoroethyl)phenyl)propyl)-1,3,5-triazin-2-yl)amino)-4-methylpentan-1-ol ClC1=NC(=NC(=N1)CC(C)C1=CC=C(C=C1)C(C)(F)F)N[C@@H](CO)CC(C)C